OC(CNC(=O)C1=CC=C(C=N1)N(C(O[C@@H](COC1=CC2=C(N=C(S2)C2=C3N=CC(=NC3=CC(=C2)C)OC)C=C1F)C)=O)C(=O)OC(C)(C)C)(C)C (R)-1-((5-fluoro-2-(2-methoxy-7-methylquinoxalin-5-yl)benzo[d]thiazol-6-yl)oxy)propan-2-yl (6-((2-hydroxy-2-methylpropyl)carbamoyl)pyridin-3-yl)(Boc)carbamate